CC1=C(C(=CC=C1)C)C1=NC(=NC(=C1)OC[C@@H](CC(C)(C)C)NCC1=NC=C(C=N1)N(C)CCOC)NS(=O)(=O)C=1C=C(C(=O)O)C=CC1 3-[[4-(2,6-dimethylphenyl)-6-[(2R)-2-[[5-[2-methoxyethyl(methyl)amino]pyrimidin-2-yl]methylamino]-4,4-dimethyl-pentoxy]pyrimidin-2-yl]sulfamoyl]benzoic acid